5-tert-butyl-1,2,4-oxadiazole-3-carbonyl chloride C(C)(C)(C)C1=NC(=NO1)C(=O)Cl